9-(9-(3-bromophenyl)-9H-carbazol-6-yl)-9H-carbazole BrC=1C=C(C=CC1)N1C2=CC=C(C=C2C=2C=CC=CC12)N1C2=CC=CC=C2C=2C=CC=CC12